C(C1CO1)OC1=CC=C(C=C1)OCC1CO1 1,4-bis(glycidyloxy)benzene